C(C)N(C=1C=CC=2C3(C4=CC=C(C(=C4OC2C1)C(F)F)O[C@@H]1O[C@@H]([C@H]([C@@H]([C@H]1O)O)O)CO)OCC1=CC=CC=C13)CC |&1:24| (2S,3R,4S,SR,6R)-2-((3'-(diethyl-amino)-5'-(difluoromethyl)-3H-spiro[isobenzofuran-1,9'-xanthen]-6'-yl)oxy)-6-(hydroxymethyl)tetrahydro-2H-pyran-3,4,5-triol